FC1=C(C2=C(N=C(O2)C2=CC=C(C=C2)NC(=O)C=2OC(=CN2)C)C=C1)F N-[4-(6,7-Difluoro-1,3-benzoxazol-2-yl)phenyl]-5-methyloxazol-2-carboxamid